ClC=1C(=NC(=NC1)NC1CCOCC1)C1=CC=C2CN(C(C2=C1)=O)CC(=O)NC(CC=1SC=CN1)C 2-(6-{5-chloro-2-[(oxan-4-yl)amino]pyrimidin-4-yl}-1-oxo-2,3-dihydro-1H-isoindol-2-yl)-N-[1-(1,3-thiazol-2-yl)propan-2-yl]acetamide